FC(C=1C=C(C=NC1C)NC(C(=O)O)=O)F 2-[[5-(difluoromethyl)-6-methyl-3-pyridyl]amino]-2-oxo-acetic Acid